3-((4-(trifluoromethyl)phenyl)amino)pyrazine-2-carbohydrazide nitrophenyl-{[6-(2-chloro-5-fluorophenyl)-2-methyl-8-oxo-7,8-dihydro-6H-pyrrolo[4,3-g]indazol-5-yl]amino}methanoate [N+](=O)([O-])C1=C(C=CC=C1)N(C1=CC2=CN(N=C2C2=C1C(NC2=O)C2=C(C=CC(=C2)F)Cl)C)C(=O)O.FC(C2=CC=C(C=C2)NC=2C(=NC=CN2)C(=O)NN)(F)F